C(C)(C)(C)OC(=O)N1CC(=CC1)C1=CC=CC2=C1OCCN2C(=O)OCC2=CC=CC=C2 benzyl 8-(1-(tert-butoxycarbonyl)-2,5-dihydro-1H-pyrrol-3-yl)-2H-benzo[b][1,4]oxazine-4(3H)-carboxylate